acrylMethyl acrylate C(C=C)(=O)OCC(=O)C=C